2-[5-[5-[bis(tert-butoxycarbonyl)amino]-4-cyano-1-isopropyl-pyrazol-3-yl]-2-pyridinyl]propionic acid methyl ester COC(C(C)C1=NC=C(C=C1)C1=NN(C(=C1C#N)N(C(=O)OC(C)(C)C)C(=O)OC(C)(C)C)C(C)C)=O